F[C@H]1[C@@H](C1)C(=O)C=1N=C2N(N1)[C@@H](C[C@@H]2F)C2=CC=CC=C2 [(1S,2R)-2-fluorocyclopropyl]-[(5S,7S)-7-fluoro-5-phenyl-6,7-dihydro-5H-pyrrolo[1,2-b][1,2,4]triazol-2-yl]methanone